(2S)-1-(isopropylamino)propan-2-ol C(C)(C)NC[C@H](C)O